FC=1C(=C(C=CC1F)C1CCN(CC1)C(=O)C1=NNC2=C1CN(CC2)CCC(F)(F)F)C(F)(F)F (4-(3,4-difluoro-2-(trifluoromethyl)phenyl)piperidin-1-yl)(5-(3,3,3-trifluoropropyl)-4,5,6,7-tetrahydro-1H-pyrazolo[4,3-c]pyridin-3-yl)methanone